[(2R)-1-[4-[1-(1-methylazetidin-3-yl)pyrazol-4-yl]-6-(trifluoromethyl)pyrimidin-2-yl]azetidin-2-yl]methanol CN1CC(C1)N1N=CC(=C1)C1=NC(=NC(=C1)C(F)(F)F)N1[C@H](CC1)CO